C(C)(C)C1=[N+](C=CC(=C1)C)[O-] 2-isopropyl-4-methylpyridine 1-oxide